CS(=O)(=O)CC1N(CC2=C(C=CC=C12)C1=CC=CC=C1)C#N ((Methylsulfonyl)methyl)-4-Phenylisoindoline-2-carbonitrile